COC1=CC=C(C=C1)C1(CCCCC1)C(=O)N1[C@H](CCC1)C(=O)NC1=CC=C2C(=N1)C=NN2 [1-(4-methoxyphenyl)cyclohexyl]carbonyl-N-1H-pyrazolo[4,3-b]pyridin-5-yl-D-prolinamide